O1C(OCC1)C1=CC=C(C=C1)N1N=CC=C1 1-(4-(1,3-dioxolan-2-yl)phenyl)-1H-pyrazole